L-leucyl-glycine N[C@@H](CC(C)C)C(=O)NCC(=O)O